6-chloro-1-isopropyl-N-(2-(2-methyl-1H-imidazol-1-yl)benzyl)-1H-benzo[d]imidazol-4-amine ClC=1C=C(C2=C(N(C=N2)C(C)C)C1)NCC1=C(C=CC=C1)N1C(=NC=C1)C